Br.NCCCCCCCCCC(=O)O 10-Aminodecanoic acid hydrobromide